4-((6-(dimethylamino)hexyl)thio)-2-(2,6-dioxopiperidin-3-yl)isoindoline-1,3-dione CN(CCCCCCSC1=C2C(N(C(C2=CC=C1)=O)C1C(NC(CC1)=O)=O)=O)C